BrC1=CC(=C(O[C@H](C(=O)O)CF)C=C1)C(C)(F)F (2R)-2-[4-bromo-2-(1,1-difluoroethyl)phenoxy]-3-fluoropropionic acid